1-(4-bromo-2,6-dichlorophenyl)-8-chloro-5-((2,2-dimethyl-1,3-dioxolan-4-yl)methoxy)-2-methyl-1,6-naphthyridin-4(1H)-one BrC1=CC(=C(C(=C1)Cl)N1C(=CC(C2=C(N=CC(=C12)Cl)OCC1OC(OC1)(C)C)=O)C)Cl